CC1=NC=CC(=C1)C=1NC2=CC=C(C=C2C1)C1=CC=NC=C1 2-(2-methylpyridin-4-yl)-5-(pyridin-4-yl)-1H-indole